BrC1=C2C(=NC=C1)N=C(O2)C=2C=C(C=CC2)NC(CSCC)=O N-(3-(7-bromooxazolo[4,5-b]pyridin-2-yl)phenyl)-2-(ethylthio)acetamide